ClC=1C=CC(=C(C1)NC(CN[C@@H](CC1=CC=CC=C1)C(=O)OC(C)(C)C)=O)N1N=NN=C1 tert-butyl (2-(5-chloro-2-(1H-tetrazole-1-yl)phenylamino)-2-oxoethyl)phenylalaninate